C(CCCCCCCCC\C=C/CCCCCCCC)(=O)O (11Z)-11-eicosenoic acid